FC=1C(=NC(=NC1NC1=NNC(=C1)C)NC1C2CC3CC(CC1C3)(C2)O)N2C[C@H](CC2)O (3S)-1-(5-fluoro-6-[(5-methyl-1H-pyrazol-3-yl)amino]-2-[(Cis-5-hydroxyadamantan-2-yl)amino]pyrimidin-4-yl)pyrrolidin-3-ol